(1S,3S)-3-((2-cyclopropyl-6-(5-(((4-isopropylpyrimidin-2-yl)amino)methyl)-1-methyl-1H-1,2,3-triazole-4-yl)pyridin-3-yl)oxy)cyclohexane-1-carboxylic acid methyl ester COC(=O)[C@@H]1C[C@H](CCC1)OC=1C(=NC(=CC1)C=1N=NN(C1CNC1=NC=CC(=N1)C(C)C)C)C1CC1